4-((5-(2,6-Dioxopiperidin-3-yl)-4-oxo-5,6-dihydro-4H-thieno[3,4-c]pyrrol-1-yl)methoxy)benzonitrile O=C1NC(CCC1N1CC=2C(C1=O)=CSC2COC2=CC=C(C#N)C=C2)=O